FC1=C(CN2CCN(C3=CC=CC=C23)C(=O)N[C@H]2CN(CC2)C)C=CC=C1 (R)-4-(2-fluorobenzyl)-N-(1-methylpyrrolidin-3-yl)-3,4-dihydroquinoxaline-1(2H)-carboxamide